CC([C@@H](C(=O)O)N[C@@H](C)C1=CC=CC=C1)(C)[N+](=O)[O-] (S)-3-methyl-3-nitro-2-((S)-1-phenylethylamino)butyric acid